C1(CC1)C(=O)NC=1C(=C(N=NC1)C(=O)[O-])NC1=C(C(=CC=C1)C1=NN(C=N1)C)OC (cyclopropanecarboxamido)-4-((2-methoxy-3-(1-methyl-1H-1,2,4-triazol-3-yl)phenyl)amino)pyridazine-3-carboxylate